FC(C=1C=CC=2N(C1)C(=CN2)C2=NC(=NC=C2)N2CC(CC(C2)C(F)(F)F)NS(=O)(=O)C)F N-(1-(4-(6-(difluoromethyl)imidazo[1,2-a]pyridin-3-yl)pyrimidin-2-yl)-5-(trifluoromethyl)piperidin-3-yl)methanesulfonamide